ClC1=C(COC=2C=C3C(C(N(C3=CC2)C)=O)=O)C=CC=C1 5-((2-Chlorobenzyl)oxy)-1-methylindole-2,3-dione